CC(CNC=1N=CC(=NC1)N1C(CCC1)=O)CNC1=NC=C(C=N1)SC 1-(5-((2-Methyl-3-((5-(methylsulfanyl)pyrimidin-2-yl)amino)propyl)amino)pyrazin-2-yl)pyrrolidin-2-one